tert-butyl 4-(((3R,4R)-1-(tert-butoxycarbonyl)-3-(4-(tert-butoxycarbonyl)phenyl)piperidin-4-yl)methyl)-5,7-dimethyl-1H-indole-1-carboxylate C(C)(C)(C)OC(=O)N1C[C@H]([C@@H](CC1)CC1=C2C=CN(C2=C(C=C1C)C)C(=O)OC(C)(C)C)C1=CC=C(C=C1)C(=O)OC(C)(C)C